2-amino-N-(2-methoxyphenyl)ethane-1-sulfonamide hydrochloride Cl.NCCS(=O)(=O)NC1=C(C=CC=C1)OC